tert-butyl (3S)-3-[[4-[6-[(3S)-3-cyanopyrrolidine-1-carbonyl]-1H-indol-3-yl]-5-(trifluoromethyl)pyrimidin-2-yl]amino]piperidine-1-carboxylate C(#N)[C@@H]1CN(CC1)C(=O)C1=CC=C2C(=CNC2=C1)C1=NC(=NC=C1C(F)(F)F)N[C@@H]1CN(CCC1)C(=O)OC(C)(C)C